tert-butyl 3-(3-formylphenyl)propionate C(=O)C=1C=C(C=CC1)CCC(=O)OC(C)(C)C